1-methyl-4-phenylethynyl-benzene CC1=CC=C(C=C1)C#CC1=CC=CC=C1